C(C1=CC=CC=C1)(C1=CC=CC=C1)N1CC(C1)N1C(CN(CC1)C(=O)OC(C)(C)C)C(N)=O tert-Butyl 4-(1-benzhydrylazetidin-3-yl)-3-carbamoylpiperazine-1-carboxylate